COC1=CC=C(C=C1)C(CC1=CC=C(C=C1)OC)=O 1,2-di(4-methoxyphenyl)ethanone